4-amino-1-isobutyl-1H-imidazo[4,5-c]quinoline NC1=NC=2C=CC=CC2C2=C1N=CN2CC(C)C